C(C#C)N1C(C2=CC=CC=C2C1=O)=O 2-prop-2-ynylisoindoline-1,3-dione